C(C)OC1=CC=C(C=C1)C=1SC=C(N1)C(=O)OCC=1C=NC=CC1 Pyridin-3-ylmethyl 2-(4-ethoxyphenyl)thiazole-4-carboxylate